COC(=O)C=1C=NC(=NC1)C=1C=NC=NC1OC 6'-methoxy-[2,5'-bipyrimidine]-5-carboxylic acid methyl ester